C(C=C)(=O)N1CC2(C1)CN(CC2)C2=NC(=NC(=C2C#N)C2=C1C=NNC1=CC=C2C)N2CCC(CC2)N(C)C 4-(2-acryloyl-2,6-diazaspiro[3.4]octan-6-yl)-2-(4-(dimethylamino)piperidin-1-yl)-6-(5-methyl-1H-indazol-4-yl)pyrimidin-5-carbonitrile